(2R,3S,4R,5S,6R)-2-(benzoyloxymethyl)-3,4-bis(benzoyloxy)-5-(trifluoromethyl)-6-(cyclohexyloxy)tetrahydropyran C(C1=CC=CC=C1)(=O)OC[C@H]1O[C@H]([C@H]([C@H]([C@@H]1OC(C1=CC=CC=C1)=O)OC(C1=CC=CC=C1)=O)C(F)(F)F)OC1CCCCC1